6-(2-(1-cyclopropyl-1H-pyrazol-4-yl)morpholino)-8-(2-fluoro-4-(trifluoromethyl)phenyl)-2,3-dimethylpyrimidino[5,4-d]pyrimidin-4(3H)-one C1(CC1)N1N=CC(=C1)C1OCCN(C1)C=1N=C(C=2N=C(N(C(C2N1)=O)C)C)C1=C(C=C(C=C1)C(F)(F)F)F